C(C1=CC=CC=C1)OC1=C(C=CC=C1OCC1=CC=CC=C1)N1C=NN(CC1)C=O 4-(2,3-bis(benzyloxy)phenyl)-5,6-dihydro-1,2,4-triazine-1(4H)-carboxaldehyde